C(#N)C1=CC(=C(COC2=CC=CC(=N2)C2CCN(CC2)CC2=NC3=C(N2C)C=C(C=C3OC(CF)(C)C)C(=O)O)C=C1)F 2-((4-(6-((4-Cyano-2-fluorobenzyl)oxy)pyridin-2-yl)piperidin-1-yl)methyl)-4-((1-fluoro-2-methylpropan-2-yl)oxy)-1-methyl-1H-benzo[d]imidazole-6-carboxylic acid